OC1=C(C=C(C=C1)/C=C/C(=O)NN)OC (E)-3-(4-hydroxy-3-methoxyphenyl)acryloyl-hydrazine